tert-butyl (5-(pyridazin-3-ylamino)pyridin-3-yl)carbamate N1=NC(=CC=C1)NC=1C=C(C=NC1)NC(OC(C)(C)C)=O